N[C@@H](CCSC[C@@H](C(=O)O)N)C(=O)O anti-cystathionine